8,8'-((4-hydroxy-cyclohexyl)azane-diyl)bis(N,N-didec-yloctanamide) OC1CCC(CC1)N(CCCCCCCC(=O)N(CCCCCCCCCC)CCCCCCCCCC)CCCCCCCC(=O)N(CCCCCCCCCC)CCCCCCCCCC